NC=1C(=NC(=CC1)P(=O)(C)C)C#N 3-amino-6-(dimethylphosphoryl)picolinonitrile